6-(4-ethoxyphenyl)-N-(2-fluorophenethyl)pyrazine-2-carboxamide C(C)OC1=CC=C(C=C1)C1=CN=CC(=N1)C(=O)NCCC1=C(C=CC=C1)F